1-isopropyl-3,3,7-trimethyl-5-(3-methylbut-2-en-1-yl)octahydrobenzo[c]isoxazole C(C)(C)N1OC(C2C1C(CC(C2)CC=C(C)C)C)(C)C